2-(6-fluoro-1-(methyl-d3)-1H-indol-4-yl)-6,7-bis(methoxy-d3)-4-(piperidine-1-carbonyl)isoquinolin-1(2H)-one FC1=CC(=C2C=CN(C2=C1)C([2H])([2H])[2H])N1C(C2=CC(=C(C=C2C(=C1)C(=O)N1CCCCC1)OC([2H])([2H])[2H])OC([2H])([2H])[2H])=O